Pyridine-2-carboxamidin N1=C(C=CC=C1)C(=N)N